N1=CN=C(C2=C1NC=C2)N2CCSC(=C2)C(=O)N2CC1(CCCN1)CCC2 (4-(7H-Pyrrolo[2,3-d]pyrimidin-4-yl)-3,4-dihydro-2H-1,4-thiazin-6-yl)(1,7-diazaspiro[4.5]decan-7-yl)methanone